3-tert-butyl-2'-((3-tert-butyl-2-hydroxy-5-methoxyphenyl)(3-methoxypropyl)amino)-5-methyl-[1,1'-biphenyl]-2-ol C(C)(C)(C)C1=C(C(=CC(=C1)C)C1=C(C=CC=C1)N(CCCOC)C1=C(C(=CC(=C1)OC)C(C)(C)C)O)O